N(C(=N)N)C(=C(C(=O)N)C)CCC guanidinyl-propyl-methacrylamide